3-(4-Hydroxy-3-nitrophenyl)-1-(4-methylphenyl)prop-2-en-1-one OC1=C(C=C(C=C1)C=CC(=O)C1=CC=C(C=C1)C)[N+](=O)[O-]